C(#N)C1=C(N=C(C=2CCN(CC12)C1=CC=CC2=CC=CC=C12)N1CCN(CC1)C(=O)OC(C)(C)C)N1CCN(CC1)C Tert-butyl 4-(4-cyano-3-(4-methylpiperazin-1-yl)-6-(naphthalen-1-yl)-5,6,7,8-tetrahydro-2,6-naphthyridin-1-yl)piperazine-1-carboxylate